2-(6-chloro-2-oxo-1,3-benzothiazol-3(2H)-yl)acetamide ClC1=CC2=C(N(C(S2)=O)CC(=O)N)C=C1